ClC1=C(OC2=CC=CC3=C2NC(=NS3(=O)=O)NCCC)C=CC=C1 5-(2-chlorophenoxy)-3-(propylamino)-4H-benzo[e][1,2,4]thiadiazine 1,1-dioxide